The molecule is a cyclic pentapyrrole where the five pyrrole units are joined at their 2- and 5-positions via four methine linkages and one direct 2-5'-linkage. C1=CC2=CC3=CC=C(N3)C=C4C=CC(=N4)C5=NC(=CC6=CC=C(N6)C=C1N2)C=C5